ClC1=NC=CC2=C1CC(C2)N 1-chloro-6,7-dihydro-5H-cyclopenta[c]pyridin-6-amine